1-(7-bromothieno[3,2-d]pyrimidin-4-yl)piperidin-4-amine BrC1=CSC2=C1N=CN=C2N2CCC(CC2)N